C1(CC1)C([C@@H](C=1OC2=C(N1)C=C(C=C2)CN2C(N[C@@H](C2)C(F)(F)F)=O)NC(=O)C=2N(C=CN2)C(C)C)C2CC2 N-((S)-2,2-dicyclopropyl-1-(5-(((S)-2-oxo-4-(trifluoromethyl)imidazolidin-1-yl)methyl)benzo[d]oxazol-2-yl)ethyl)-1-isopropyl-1H-imidazole-2-carboxamide